N1(CCCCC1)C=1SC2=C(N1)C=C(C=C2)N 2-(piperidin-1-yl)benzo[d]thiazol-5-amine